BrC1=C(SC=C1)C(=O)N1CCN(CC1)C1=C(C=CC=C1)N(S(=O)(=O)C=1C=CC2=C(SC=C2)C1)CCC1=CC=CC=C1 6-(N-(2-(4-(3-Bromothiophene-2-carbonyl)piperazin-1-yl)phenyl)-N-phenethylsulfamoyl)benzo[b]thiophene